phenyl 6-acetamido-1-trityl-pyrazolo[4,3-c]pyridine-3-carboxylate C(C)(=O)NC1=CC2=C(C=N1)C(=NN2C(C2=CC=CC=C2)(C2=CC=CC=C2)C2=CC=CC=C2)C(=O)OC2=CC=CC=C2